2-(((S)-1-(((S)-1,1-bis(4-fluorophenyl)propan-2-yl)amino)-1-oxopropan-2-yl)carbamoyl)-4-methoxypyridin-3-yl benzoate C(C1=CC=CC=C1)(=O)OC=1C(=NC=CC1OC)C(N[C@H](C(=O)N[C@H](C(C1=CC=C(C=C1)F)C1=CC=C(C=C1)F)C)C)=O